C(C1=CC=CC=C1)N1CCN(CC1)CC1=NN=C(N1)Br 1-benzyl-4-((5-bromo-4H-1,2,4-triazol-3-yl)methyl)piperazine